3,4,5-triHydroxytetrahydro-2H-pyran-2-carboxylic acid OC1C(OCC(C1O)O)C(=O)O